estra-1,3,5(10)-trien-3,15a,16a,17-tetraol C[C@@]12C([C@@H]([C@@H]([C@H]1[C@@H]1CCC=3C=C(C=CC3[C@H]1CC2)O)O)O)O